C1C(CC2CCCCC12)CO octahydro-1H-inden-2-ylmethanol